[3-(1-(1H-imidazol-4-yl)ethyl)-2-methylphenyl]methanol N1C=NC(=C1)C(C)C=1C(=C(C=CC1)CO)C